N[C@H]1CS(C2=C(N(C1=O)CC1=CC=C(C=C1)Cl)C=C(C=C2)C=2OC(=NN2)N2CC(OCC2)C(F)(F)F)(=O)=O (3R)-3-amino-5-[(4-chlorophenyl)methyl]-1,1-dioxo-7-[5-[2-(trifluoromethyl)morpholin-4-yl]-1,3,4-oxadiazol-2-yl]-2,3-dihydro-1lambda6,5-benzothiazepin-4-one